Ethyl 3-(5-(3-chloro-2-oxopropyl)thiophen-2-yl)propanoate ClCC(CC1=CC=C(S1)CCC(=O)OCC)=O